NC1=NC=NN2C1=C(C=C2C2CCN(CC2)C(C(C)C)=O)C2=CC=C(C=C2)C2=C(C(N(C(=C2Cl)C)C=2C=NC=CC2)=O)C(=O)N (4-(4-amino-7-(1-isobutyrylpiperidin-4-yl)pyrrolo[2,1-f][1,2,4]triazin-5-yl)phenyl)-5-chloro-6-methyl-2-oxo-2H-[1,3'-bipyridin]-3-carboxamide